N1(CCC1)C(CNC1CCC(CC1)N(C1=C2CN(C(C2=CC=C1)=O)C1C(NC(CC1)=O)=O)CCC1CC1)=O 3-(4-(((1r,4r)-4-((2-(azetidin-1-yl)-2-oxoethyl)amino)cyclohexyl)(2-cyclopropylethyl)amino)-1-oxoisoindolin-2-yl)piperidine-2,6-dione